CC1=NOC(=C1C1=CC=C(C=C1)[C@H](C)[N+]1=NOC(=C1)[N-]C(NC1=CC(=NC=C1)C(F)(F)F)=O)C (s)-(3-(1-(4-(3,5-dimethylisoxazol-4-yl)phenyl)ethyl)-1,2,3-oxadiazol-3-ium-5-yl)((2-(trifluoromethyl)pyridin-4-yl)carbamoyl)amide